ClC1=CC(=C(C=C1)C1(CCNCC1)O)F 4-(4-chloro-2-fluorophenyl)-4-hydroxypiperidin